ClC1=CC=C(C=C1)[C@@]1(N(C(C2=CC(=CC(=C12)F)C(C)(C=1C=NN(C1)C)O)=O)CC1=NC=C(C=C1)Cl)OCC1(CC1)O (3R)-3-(4-chlorophenyl)-2-[(5-chloropyridin-2-yl)methyl]-4-fluoro-6-[1-hydroxy-1-(1-methyl-1H-pyrazol-4-yl)ethyl]-3-[(1-hydroxycyclopropyl)methoxy]-2,3-dihydro-1H-isoindol-1-one